3-(3,3-difluorocyclobutyloxy)-4-(1H-imidazole-1-yl)aniline FC1(CC(C1)OC=1C=C(N)C=CC1N1C=NC=C1)F